C(C)NC(=O)C=1N=CC=C(C(=O)O)C1 6-(ethylcarbamoyl)isonicotinic acid